1-azido-3,6,9,12,15,18,21,24,27,30,33,36,39,42,45,48,51,54,57,60,63,66,69,72-tetracosaoxapentaheptacontan-75-oic acid N(=[N+]=[N-])CCOCCOCCOCCOCCOCCOCCOCCOCCOCCOCCOCCOCCOCCOCCOCCOCCOCCOCCOCCOCCOCCOCCOCCOCCC(=O)O